benzyl (E)-4,4,4-trifluorobut-2-enoate FC(/C=C/C(=O)OCC1=CC=CC=C1)(F)F